COC1=NC=C(C=C1C(=O)N)NC(C(=O)N1[C@H](CC[C@@H](C1)C)C1=NN(C=C1)C1=NNC=C1)=O methoxy-5-[[2-[(2R,5S)-5-methyl-2-[1-(1H-pyrazol-3-yl)pyrazol-3-yl]-1-piperidyl]-2-oxo-acetyl]amino]pyridine-3-carboxamide